N-(5-(difluoromethoxy)-1H-pyrazol-3-yl)-6-(((3R,4R)-3-fluoroazepan-4-yl)oxy)pyrazin-2-amine FC(OC1=CC(=NN1)NC1=NC(=CN=C1)O[C@H]1[C@@H](CNCCC1)F)F